OC=1C(=C(C=C(C1)[N+](=O)[O-])C(=O)N1CCOCC1)C (3-hydroxy-2-methyl-5-nitro-phenyl)-morpholino-methanone